Cl.C(\C=C\CC)N1C2C3=CC=CC=C3C1CC2 11-[(2E)-pent-2-en-1-yl]-11-azatricyclo[6.2.1.02,7]Undec-2,4,6-triene hydrochloride